5-{4-[1-amino-3-azabicyclo[3.1.0]hexan-3-yl]-3-(trifluoromethyl)-phenyl}-3,6-dihydro-2H-1,3,4-oxadiazin-2-one NC12CN(CC2C1)C1=C(C=C(C=C1)C1=NNC(OC1)=O)C(F)(F)F